2-propylheptyl 10-oxodecanoate O=CCCCCCCCCC(=O)OCC(CCCCC)CCC